potassium taurine salt NCCS(=O)(=O)[O-].[K+]